FC1=C(C=C(C=C1)C1(CCC1)N(C(OC)=O)C[C@H]1NCCC1)C(F)(F)F methyl N-{1-[4-fluoro-3-(trifluoromethyl)phenyl]cyclobutyl}-N-{[(2S)-pyrrolidin-2-yl]methyl}carbamate